p-nitrophenyl-2-diazo-3,3,3-trifluoropropionate [N+](=O)([O-])C1=CC=C(C=C1)OC(C(C(F)(F)F)=[N+]=[N-])=O